(2S,4R)-4-hydroxy-1-[(2S)-2-(12-hydroxydodecanoylamino)-3,3-dimethyl-butanoyl]-N-[(1S)-1-[4-(4-methylthiazol-5-yl)phenyl]ethyl]pyrrolidine-2-carboxamide O[C@@H]1C[C@H](N(C1)C([C@H](C(C)(C)C)NC(CCCCCCCCCCCO)=O)=O)C(=O)N[C@@H](C)C1=CC=C(C=C1)C1=C(N=CS1)C